((S)-4-bromo-7-fluoro-indan-1-yloxy)-tert-butyl-dimethyl-silane BrC1=C2CC[C@@H](C2=C(C=C1)F)O[Si](C)(C)C(C)(C)C